trimethylolpropane trimontanate C(CCCCCCCCCCCCCCCCCCCCCCCCCCC)(=O)O.C(CCCCCCCCCCCCCCCCCCCCCCCCCCC)(=O)O.C(CCCCCCCCCCCCCCCCCCCCCCCCCCC)(=O)O.C(O)C(CC)(CO)CO